(±)-4-chloro-N-(7-(6-fluoroquinolin-4-yl)spiro[3.5]nonan-1-yl)benzenesulfonamide ClC1=CC=C(C=C1)S(=O)(=O)N[C@@H]1CCC12CCC(CC2)C2=CC=NC1=CC=C(C=C21)F |r|